1-{[(2S)-5-oxopyrrolidin-2-yl]methoxy}-7-(prop-2-yloxy)isoquinoline-6-carboxamide O=C1CC[C@H](N1)COC1=NC=CC2=CC(=C(C=C12)OC(C)C)C(=O)N